2-(4-(5-Chloro-2-(1H-tetrazol-1-yl)phenyl)-2,5-dioxapiperazin-1-yl)-N-(4-cyanophenyl)-3-phenylpropionamide ClC=1C=CC(=C(C1)N1CON(CO1)C(C(=O)NC1=CC=C(C=C1)C#N)CC1=CC=CC=C1)N1N=NN=C1